ClC1=C(C=CC=C1)NC=1C=C2C(=CN1)N(N=C2)C=2C=C(SC2)C(=O)NC(C)C 4-(5-((2-chlorophenyl)amino)-1H-pyrazolo[3,4-c]pyridin-1-yl)-N-isopropylthiophene-2-carboxamide